(R)-1-(4-(2-(hexahydropyrrolo-[1,2-a]pyrazin-2(1H)-yl)-4-(trifluoromethyl)benzyl)piperazine-1-carbonyl)-1H-pyrazole-3-carboxylic acid C1[C@@H]2N(CCN1C1=C(CN3CCN(CC3)C(=O)N3N=C(C=C3)C(=O)O)C=CC(=C1)C(F)(F)F)CCC2